BrC=1C(=NNC1)C#N 4-bromo-pyrazole-3-carbonitrile